tert-butyl-3-(4,4,5,5-tetramethyl-1,3,2-dioxaborolan-2-yl)-2,5-dihydro-1H-pyrrole-carboxylate C(C)(C)(C)OC(=O)C1NCC=C1B1OC(C(O1)(C)C)(C)C